CC1=C(C(=O)NC2(CC2)C2=CC=CC3=CC=CC=C23)C=C(C=C1)OCC1N(CCOC1)C 2-Methyl-5-((4-methylmorpholin-3-yl)methoxy)-N-(1-(naphthalen-1-yl)cyclopropyl)benzamide